Thiovalinate N[C@@H](C(C)C)C(=S)[O-]